NC1=C2N=CN(C2=NC(=N1)C1=C(C=NC=C1)F)C1CCC(CC1)C(=O)NC1=CC(=CC=C1)OC 4-[6-amino-2-(3-fluoropyridin-4-yl)-9H-purin-9-yl]-N-(3-methoxyphenyl)cyclohexanecarboxamide